ClC1=C(C(=O)N[C@H]2C[C@@H](CC2)N)C=CC(=C1)NC=1C=2N(C=CN1)C(=CN2)C=2C(=NNC2)C(F)(F)F |r| 2-chloro-N-[rac-(1R,3R)-3-aminocyclopentyl]-4-[[3-[3-(trifluoromethyl)-1H-pyrazol-4-yl]imidazo[1,2-a]pyrazin-8-yl]amino]benzamide